(2-cyclopropyl-5-fluoro-6-(N-(thiazol-4-yl)sulfamoyl)pyridin-3-yl)carbamic acid tert-butyl ester C(C)(C)(C)OC(NC=1C(=NC(=C(C1)F)S(NC=1N=CSC1)(=O)=O)C1CC1)=O